ClC=1C(=C(C=CC1Cl)NC1=NC=NC2=CC=C(C=C12)C1(CNCC1)C)F N-(3,4-Dichloro-2-fluorophenyl)-6-(3-methylpyrrolidin-3-yl)quinazolin-4-amine